ClC1=CC(=C(N=N1)C(=O)NC([2H])([2H])[2H])NC1=C(C(=CC(=C1)COC)C1=NN(N=C1)C)OC 6-Chloro-4-((2-methoxy-5-(methoxymethyl)-3-(2-methyl-2H-1,2,3-triazol-4-yl)phenyl)amino)-N-(methyl-d3)pyridazine-3-carboxamide